N-benzyl-4-(2-cyclopropyl-7-(difluoromethoxy)-2H-indazol-4-yl)pyridineamide C(C1=CC=CC=C1)NC(=O)C1=NC=CC(=C1)C=1C2=CN(N=C2C(=CC1)OC(F)F)C1CC1